C(CCCC(=O)OCC)(=O)OCC diethyl 1,5-pentanedioate